[Na].[P] phosphorus, sodium salt